BrC=1C=C(C=CC1)[C@@H](C)NC1=NC(=NC2=CC(=C(C=C12)OC)OCCCCCCCN1CCN(CC1)C(C)=O)C (R)-1-(4-(7-((4-((1-(3-Bromophenyl)ethyl)amino)-6-methoxy-2-methyl-quinazolin-7-yl)oxy)heptyl)piperazin-1-yl)ethan-1-one